(±)-4-(3-(trans-2-cyanocyclopropanecarboxamido)-8-(diphenylmethyleneamino)isoquinolin-6-yl)-3-methyl-N-(2,2,2-trifluoroethyl)benzamide C(#N)[C@H]1[C@@H](C1)C(=O)NC=1N=CC2=C(C=C(C=C2C1)C1=C(C=C(C(=O)NCC(F)(F)F)C=C1)C)N=C(C1=CC=CC=C1)C1=CC=CC=C1 |r|